C(C)(=O)NCCNC(=O)C1=NC=C2N1C=CC(=C2)C=2C(=NC=CC2)C2=CC(=C(C=C2)F)C N-(2-Acetamidoethyl)-7-(2-(4-fluoro-3-methylphenyl)pyridin-3-yl)imidazo[1,5-a]pyridin-3-carboxamid